C1(=CC=CC=C1)[13C]=1OC2=C(N1)C=CC=C2 2-phenylbenzoxazole-13C